COC1=NC(=CC(=N1)NC(C1=CC=C(C=C1)[N+](=O)[O-])=O)OC N-(2,6-dimethoxypyrimidin-4-yl)-4-nitrobenzamide